(S)-2-amino-3-(piperidin-4-yl)-propionic acid N[C@H](C(=O)O)CC1CCNCC1